6-(2-(2-((6-chlorohexyl)oxy)ethoxy)ethoxy)-N-(4-(2,6-dioxopiperidin-3-yl)phenyl)hexanamide ClCCCCCCOCCOCCOCCCCCC(=O)NC1=CC=C(C=C1)C1C(NC(CC1)=O)=O